C(C)OC(=O)C=1C(=NN2C1NC(=CC2=O)C2=CC=C(C=C2)CC(C)(C)C)C2=NC=CN=C2C 2-(3-methylpyrazin-2-yl)-5-(4-neopentylphenyl)-7-oxo-4,7-dihydropyrazolo[1,5-a]pyrimidine-3-carboxylic acid ethyl ester